ClC1=C(C=CC=C1C1=C(C(=NC=C1)C1=CC(=C(C=C1)CNC[C@H]1NC(CC1)=O)OC)Cl)NC=1C(=C(CNC[C@H]2CCC(N2)=O)C=CC1)OC (R)-5-(((3-((2-chloro-3-(3-chloro-2-(3-methoxy-4-(((((S)-5-oxopyrrolidin-2-yl)methyl)amino)methyl)phenyl)pyridin-4-yl)phenyl)amino)-2-methoxybenzyl)amino)methyl)pyrrolidin-2-one